C(#N)C1=CC=C(C=C1)NC(=O)C1=CC=C(C=C1)NC(OC1=CC=CC=C1)=O phenyl (4-((4-cyanophenyl)carbamoyl)phenyl)carbamate